(1E,2E)-1,2-bis(2-phenylethylidene)hydrazine C1(=CC=CC=C1)C\C=N\N=C\CC1=CC=CC=C1